BrC=1C=2N(N=C(C1)C=1C(NC(NC1)=O)=O)C(=CN2)Cl 5-(8-bromo-3-chloroimidazo[1,2-b]pyridazin-6-yl)pyrimidine-2,4(1H,3H)-dione